N-(2,4-dimethylpent-3-yl)-6-fluoro-7-[(3S)-3-hydroxypyrrolidin-1-yl]-4-oxo-1-(2,4,6-trifluorophenyl)-1,4-dihydro-1,8-naphthyridine-3-carboxamide CC(C)C(C(C)C)NC(=O)C1=CN(C2=NC(=C(C=C2C1=O)F)N1C[C@H](CC1)O)C1=C(C=C(C=C1F)F)F